ClC1=CC=C2C(C(=C(OC2=C1)C(=O)NCCCN(C)C)C(C1=CC(=C(C=C1)OC)OC)=O)=O 7-Chloro-3-(3,4-dimethoxybenzoyl)-N-(3-(dimethylamino)propyl)-4-oxo-4H-chromene-2-carboxamide